({4-Oxo-1-[2-(propan-2-yloxy)ethyl]-1H,4H,5H-pyrrolo[3,2-d]pyrimidin-2-yl}sulfanyl)methyl N-[2-(2-methoxyethoxy)ethyl]-N-methylcarbamate COCCOCCN(C(OCSC1=NC(C2=C(N1CCOC(C)C)C=CN2)=O)=O)C